6-(3-Cyclopropylphenyl)-3-methyl-1-(2-oxobutyl)imidazo[4,5-b]pyridin C1(CC1)C=1C=C(C=CC1)C=1C=C2C(=NC1)N(CN2CC(CC)=O)C